(S)-N-[(R)-(4-bromo-5-chloro-2-methoxyphenyl)(piperidin-4-yl)methyl]-2-methylpropane-2-sulfinamide BrC1=CC(=C(C=C1Cl)[C@H](N[S@@](=O)C(C)(C)C)C1CCNCC1)OC